COC(=O)C=1C2=C(N=CC1CC)NC=C2 D-5-Ethyl-1H-pyrrolo[2,3-b]pyridine-4-carboxylic acid methyl ester